O[C@H](C(=O)N1CCC2(CN(C2)C2=C(C#N)C=C(C=C2)C2=NC(=NC=C2)NC2=NC(=C(C=C2)N2CCN(CC2)C2COC2)OC)CC1)C [7-((S)-2-Hydroxy-propionyl)-2,7-diaza-spiro[3.5]non-2-yl]-5-{2-[6-methoxy-5-(4-oxetan-3-yl-piperazin-1-yl)-pyridin-2-ylamino]-pyrimidin-4-yl}-benzonitrile